C1(CC1)N1N=C(C=C1)C(CN(S(=O)(=O)C1=CC=C(C=C1)C)C[C@@H](C)O)=O N-[2-(1-cyclopropylpyrazol-3-yl)-2-oxo-ethyl]-N-[(2R)-2-hydroxypropyl]-4-methyl-benzenesulfonamide